N1C(=CC2=C1CCCN2)C2=CC=CC=1NN=NC12 pyrrolopiperidyl-benzotriazole